O1CCCN(CCC1)[C@@H]1[C@H](CCC1)OC=1C=C2CN(C(C2=CC1)=O)C1C(NC(CC1)=O)=O 3-(5-(((1S,2S)-2-(1,5-oxazocan-5-yl)cyclopentyl)oxy)-1-oxoisoindolin-2-yl)piperidine-2,6-dione